C(C1=CC=CC=C1)[C@@H](N(S(=O)(=O)C1N(CCCCC1)C)C)C(=O)O benzyl-(R)-N-methyl-N-((1-methylazepan-2-yl)sulfonyl)glycine